C(#N)C1=CC=C(CCN[C@@H]([C@@H]2CNC3=C(O2)N=CC(=C3)C=3C=NN(C3)C(=O)N(C)C)C3=CC=CC=C3)C=C1 4-((S)-3-((R)-((4-cyanophenethyl)amino)(phenyl)methyl)-2,3-dihydro-1H-pyrido[2,3-b][1,4]oxazin-7-yl)-N,N-dimethyl-1H-pyrazole-1-carboxamide